maleimidoundecanoate C1(C=CC(N1C(C(=O)[O-])CCCCCCCCC)=O)=O